C1CN2C3=C(C=CC=C13)CC(CC2)=O 1,2,3,4-tetrahydroazepino[3,2,1-hi]indol-6(7H)-one